N-[5-(3-carbamoyl-4-fluorophenyl)-4-fluoro-2-[rac-(3R,5S)-3,4,5-trimethylpiperazin-1-yl]phenyl]-6-oxo-4-(trifluoromethyl)-1H-pyridine-3-carboxamide C(N)(=O)C=1C=C(C=CC1F)C=1C(=CC(=C(C1)NC(=O)C1=CNC(C=C1C(F)(F)F)=O)N1C[C@H](N([C@H](C1)C)C)C)F |r|